CC1(C(C(=CC2(CN(CCO2)C(=O)C=2C=NN(C2C(F)(F)F)C2=NC=CC=C2)C1)C#N)=O)C 10,10-dimethyl-9-oxo-4-[1-(pyridin-2-yl)-5-(trifluoromethyl)-1H-pyrazole-4-carbonyl]-1-oxa-4-azaspiro[5.5]undec-7-ene-8-carbonitrile